pyridinium [NH+]1=CC=CC=C1